C(=O)C1=C(C=CC=C1)NC(CCC(=O)NC=1C=CC=C2C=CC=NC12)CC1=CC=C2C=CC3=CC=CC4=CC=C1C2=C34 4-((2-formylphenyl)amino)-5-(pyren-1-yl)-N-(quinolin-8-yl)pentanamide